[Si](C)(C)(C(C)(C)C)OC(C)(C)C1=C(C(=NC=C1)Cl)F 4-(2-(tert-butyldimethylsilyloxy)propan-2-yl)-2-chloro-3-fluoropyridine